Ethyl 6-diazo-2-((((5-methyl-2-oxo-1,3-dioxol-4-yl) methoxy) carbonyl) amino)-5-oxohexanoate [N+](=[N-])=CC(CCC(C(=O)OCC)NC(=O)OCC=1OC(OC1C)=O)=O